3-(3-(4-(aminomethyl)phenyl)-3H-imidazo[4,5-b]pyridin-2-yl)pyridin-2-amine NCC1=CC=C(C=C1)N1C(=NC=2C1=NC=CC2)C=2C(=NC=CC2)N